N=1NN=NC1C1=CC=C(C=C1)N1CCCCC1 4-(2H-tetrazol-5-yl)phenylpiperidine